BrC1=C(N=CS1)C(=O)N 5-Bromothiazole-4-carboxamide